N1C(NC(CC1=O)=O)=O pyrimidine-2,4,6-trione